C(CC(C)C)OC=1C(C(=O)[O-])=CC=CC1 Isopentylsalicylate